6-(trifluoromethyl)-9H-pyrido[2',3':4,5]pyrrolo[2,3-d]pyrimidin-4-amine FC(C=1C=CC2=C(C3=C(N=CN=C3N)N2)N1)(F)F